3-(4-((2-(dimethylcarbamoyl)phenyl)(2-(thiophen-2-yl)ethyl)carbamoyl)phenyl)propanoic acid CN(C(=O)C1=C(C=CC=C1)N(C(=O)C1=CC=C(C=C1)CCC(=O)O)CCC=1SC=CC1)C